1-decyl-3-methylimidazole potassium [K].C(CCCCCCCCC)N1CN(C=C1)C